P(OCC(C)=C)([O-])=O methallyl phosphonate